tert-butyl N-[(2-formyl-1H-indol-6-yl)methyl]carbamate Tert-butyl-N-[[2-(diethoxymethyl)-1H-indol-6-yl]methyl]carbamate C(C)(C)(C)OC(NCC1=CC=C2C=C(NC2=C1)C(OCC)OCC)=O.C(=O)C=1NC2=CC(=CC=C2C1)CNC(OC(C)(C)C)=O